1-acetyl-6-(4-fluoro-benzyl)-3,3-dimethyl-1,2,3,4-tetrahydro-pyrrolo[3,2-b]pyridin-5-one C(C)(=O)N1CC(C=2NC(C(=CC21)CC2=CC=C(C=C2)F)=O)(C)C